O.O=C([C@H](O)[C@@H](O)CO)[O-].[Ca+2].O=C([C@H](O)[C@@H](O)CO)[O-] calcium L-threonate monohydrate